NC1=NC=C(C2=C1C=NN2COCC[Si](C)(C)C)NC(C(=O)N2[C@H](CC[C@@H](C2)C)C2=CC(=C(C=C2)F)F)=O N-(4-amino-1-((2-(trimethylsilyl)ethoxy)methyl)-1H-pyrazolo[4,3-c]pyridin-7-yl)-2-((2R,5S)-2-(3,4-difluorophenyl)-5-methylpiperidin-1-yl)-2-oxoacetamide